5-(5-(cyclopropylcarbamoyl)-2-methylphenyl)-2-((1-hydroxy-2-methylpropan-2-yl)amino)-N-(2-methoxycyclopropyl)nicotinamide C1(CC1)NC(=O)C=1C=CC(=C(C1)C=1C=NC(=C(C(=O)NC2C(C2)OC)C1)NC(CO)(C)C)C